[Si].[Ti].C=CC propylene titanium silicon